CS(=O)(=O)C=1C=C(OC2=NC=C(C=C2C(=O)NC2=CC(=CC=C2)S(=O)(=O)C)C(F)(F)F)C=CC1 2-(3-methylsulfonylphenoxy)-N-(3-methylsulfonylphenyl)-5-(trifluoromethyl)pyridine-3-carboxamide